3-(hexafluoroisopropoxy)-7-bromo-2-hydroxyquinoxaline FC(C(C(F)(F)F)OC=1C(=NC2=CC(=CC=C2N1)Br)O)(F)F